C(#N)CCC(C(=O)OC(C)(C)C)C=1C=C2C(=NC1)SC=C2 tert-butyl 4-cyano-2-(thieno[2,3-b]pyridin-5-yl)butanoate